4-ETHYNYL-PYRIDINE-2-CARBALDEHYDE C(#C)C1=CC(=NC=C1)C=O